FC1=C(C=CC(=C1)F)C1=NC(=NC2=NC(=C(N=C12)C)C)[C@@H]1C[C@@H](OCC1)C=1C(N(C=CC1)C)=O 3-[(2R,4S)-4-[4-(2,4-difluorophenyl)-6,7-dimethyl-pteridin-2-yl]tetrahydropyran-2-yl]-1-methyl-pyridin-2-one